C(C)(=O)OCC=1C=C2C=C(C(OC2=CC1)=O)C(=O)OC1=CC=C(C=C1)CCNC(=O)OC(C)(C)C 4-(2-((Tert-butoxycarbonyl)amino)ethyl)phenyl 6-(acetoxymethyl)-2-oxo-2H-chromene-3-carboxylate